4'-trifluoromethylbiphenyl-4-carboxylic acid FC(C1=CC=C(C=C1)C1=CC=C(C=C1)C(=O)O)(F)F